N-(3-((4-methoxy-5-(quinoxalin-6-yl)pyrrolo[2,1-f][1,2,4]triazin-2-yl)amino)bicyclo[1.1.1]pentan-1-yl)acetamide COC1=NC(=NN2C1=C(C=C2)C=2C=C1N=CC=NC1=CC2)NC21CC(C2)(C1)NC(C)=O